C(C)(C)(C)OC(=O)NC(C(=O)OCC1=CC=CC=C1)C(CCO[Si](C)(C)C(C)(C)C)(C)C Benzyl 2-((tert-butoxycarbonyl)amino)-5-((tert-butyldimethylsilyl)oxy)-3,3-dimethylpentanoate